CN1N=C(C(=C1)NC=1N=CC2=C(N1)N(C(=C2)C#N)[C@H]2COC[C@@H]2C)O[C@@H](C(F)(F)F)C 2-((1-Methyl-3-(((R)-1,1,1-trifluoropropan-2-yl)oxy)-1H-pyrazol-4-yl)amino)-7-((3R,4R)-4-methyltetrahydrofuran-3-yl)-7H-pyrrolo[2,3-d]pyrimidine-6-carbonitrile